O1C(OC2=CC=CC=C12)CC=O 2-(1,3-dioxaindol-2-yl)acetaldehyde